COCN([Si](C)(C)C)CC1=CC=CC=C1 N-(methoxymethyl)-N-(trimethylsilyl)benzylamine